C(CCCCCCC=C)OC(COCCOCCOCCOCCOCC1=CC=CC=C1)COCCCCCCCC=C 2-[2-[2-[2,3-bis(non-8-enoxy)propoxy]ethoxylethoxy]ethoxy]ethoxymethylbenzene